4-((1-((2-ethoxy-2-oxoethyl)sulfonyl)-2-methylpropan-2-yl)oxy)-2-(3-(3-ethoxy-3-oxopropyl)phenyl)-2-methylbutanoic acid C(C)OC(CS(=O)(=O)CC(C)(C)OCCC(C(=O)O)(C)C1=CC(=CC=C1)CCC(=O)OCC)=O